C(CCC)C(C(=O)O)CSSCCC(=O)O butyldithiodipropionic acid